BrC=1C(=C(C(=NC1)OC(F)(F)F)F)N 5-bromo-3-fluoro-2-(trifluoromethoxy)pyridin-4-amine